6-[[6-[(E)-2-cyclopropylvinyl]pyrimidin-4-yl]amino]-3-methyl-3-(trifluoromethyl)-2H-imidazo[1,5-a]pyridine-1,5-dione C1(CC1)/C=C/C1=CC(=NC=N1)NC1=CC=C2N(C1=O)C(NC2=O)(C(F)(F)F)C